4-(4-isopropylphenyl)pyrimidine-2-carboxylic acid C(C)(C)C1=CC=C(C=C1)C1=NC(=NC=C1)C(=O)O